N-diethylacetyl-2,6-dimethylaniline C(C)C(C(=O)NC1=C(C=CC=C1C)C)CC